ethyl 2-[[tert-butoxycarbonyl-[3-ethylsulfonyl-5-(2,2,2-trifluoroethoxy)-2-pyridyl]amino]methyl]-5-(1,1,2,2,2-pentafluoroethyl)thiophene-3-carboxylate C(C)(C)(C)OC(=O)N(C1=NC=C(C=C1S(=O)(=O)CC)OCC(F)(F)F)CC=1SC(=CC1C(=O)OCC)C(C(F)(F)F)(F)F